FC1=C(C(=CC(=C1)O[C@@H](C)CCCCCC)F)C#CC1=CC(=C(C(=C1)F)C1=CC(=C(C(=C1)F)C#N)F)F (S)-4'-((2,6-difluoro-4-(octane-2-yloxy)phenyl)ethynyl)-2',3,5,6'-tetrafluoro-[1,1'-biphenyl]-4-carbonitrile